C(C)(C)(C)OC(=O)N1CC(CC1)\C=C\C(C1=CC=C(C=C1)C(F)(F)F)O (E)-3-(3-hydroxy-3-(4-(trifluoromethyl)phenyl)prop-1-en-1-yl)pyrrolidine-1-carboxylic acid tert-butyl ester